C(C)(C)=C1C2C=CC1CC2 7-isopropylidenenorbornene